tert-butyl N-[8-[1-(2,6-dioxopiperidin-3-yl)-3-methyl-2-oxo-1,3-benzodiazol-4-yl]octyl]carbamate O=C1NC(CCC1N1C(N(C2=C1C=CC=C2CCCCCCCCNC(OC(C)(C)C)=O)C)=O)=O